C(C1=CC=CC=C1)O[C@@H]1[C@H]([C@@H](O[C@@H]([C@H]1OCC1=CC=CC=C1)COCC1=CC=CC=C1)F)O 3,4,6-Tri-O-benzyl-β-D-glucopyranosyl fluoride